4-vinyl-7-methyl-1H-indole C(=C)C1=C2C=CNC2=C(C=C1)C